tripropylene glycol propyl ether ethyl-2-(6-bromo-4-fluoro-indazol-2-yl)-2-(6,7-dihydro-5H-pyrrolo[1,2-c]imidazol-1-yl)acetate C(C)C(C(=O)OCC(OCC(OCC(C)OCCC)C)C)(C1=C2N(C=N1)CCC2)N2N=C1C=C(C=C(C1=C2)F)Br